(1R,3R)-1-[4-(1-cyclobutylazetidin-3-yl)oxy-2,6-difluoro-phenyl]-2-(2-fluoro-2-methyl-propyl)-3-methyl-1,3,4,9-tetrahydropyrido[3,4-b]indole C1(CCC1)N1CC(C1)OC1=CC(=C(C(=C1)F)[C@H]1N([C@@H](CC2=C1NC1=CC=CC=C21)C)CC(C)(C)F)F